2-oxo-1,3-dioxolane O=C1OCCO1